C(C1=CC=CC=C1)NC(N(C1=NC=C(N=C1)C=1C=NC(=NC1)OC)[C@@H]1CC[C@H](CC1)NC1=NC=C(C(=N1)C1=NN(C=C1Cl)C)C(F)(F)F)=O 3-benzyl-1-(trans-4-((4-(4-chloro-1-methyl-1H-pyrazol-3-yl)-5-(trifluoromethyl)pyrimidin-2-yl)amino)cyclohexyl)-1-(5-(2-methoxypyrimidin-5-yl)pyrazin-2-yl)urea